tert-butyl 4-(5-(methoxy(methyl)carbamoyl)pyrimidin-2-yl)piperazine-1-carboxylate CON(C(=O)C=1C=NC(=NC1)N1CCN(CC1)C(=O)OC(C)(C)C)C